FC(C(=O)O)(C(C(C(C(C(C(F)(F)F)(F)F)(F)F)(F)F)(F)F)(F)F)F.C(CCC)C=1NC=CN1 butyl-imidazole perfluorooctanoic acid salt